Butan Triphosphite P(O)(O)O.P(O)(O)O.P(O)(O)O.CCCC